N-(2-aminoethyl)-2-(4-(2-chloro-4-((3-(1-(2,2-difluoroethyl)-3-(trifluoromethyl)-1H-pyrazol-4-yl)imidazo[1,2-a]pyrazin-8-yl)amino)benzoyl)piperazin-1-yl)acetamide NCCNC(CN1CCN(CC1)C(C1=C(C=C(C=C1)NC=1C=2N(C=CN1)C(=CN2)C=2C(=NN(C2)CC(F)F)C(F)(F)F)Cl)=O)=O